ClC1=CC=C(C=N1)CN1C(C=CC=C1)=NC(C(F)(F)F)=NC(C)C N-[1-[(6-chloro-3-pyridyl)methyl]-2-pyridinylidene]-2,2,2-trifluoro-N'-isopropylacetamidine